(R)-1-(3-(4-amino-5-(4-(pyrimidin-2-yloxy)phenyl)-7H-pyrrolo[2,3-d]pyrimidin-6-yl)pyrrolidin-1-yl)prop-2-en-1-one NC=1C2=C(N=CN1)NC(=C2C2=CC=C(C=C2)OC2=NC=CC=N2)[C@H]2CN(CC2)C(C=C)=O